(oxathiazin)-2,2-dioxide O1S(N=CC=C1)(=O)=O